NC(C#N)C(C(F)(F)F)(C)C 2-amino-4,4,4-trifluoro-3,3-dimethylbutyronitrile